4-((6-(5-chloro-1-methyl-4-(trifluoromethyl)-1H-imidazol-2-yl)-5-fluoropyridin-3-yl)methoxy)-4'-cyclopropyl-6'-methoxy-6-methyl-2,5'-bipyrimidine ClC1=C(N=C(N1C)C1=C(C=C(C=N1)COC1=NC(=NC(=C1)C)C=1C(=NC=NC1OC)C1CC1)F)C(F)(F)F